ClC=1N=NC(=C2C1N(N=C2)C)NC2CC(C2)(O)C 3-[(7-Chloro-1-methyl-pyrazolo[3,4-d]pyridazin-4-yl)amino]-1-methyl-cyclobutanol